(S)-1-chloro-3-(2-chloro-4-(2-(4-((R)-2-hydroxy-3-morpholinopropoxy)phenyl)propan-2-yl)phenoxy)propan-2-ol ClC[C@H](COC1=C(C=C(C=C1)C(C)(C)C1=CC=C(C=C1)OC[C@@H](CN1CCOCC1)O)Cl)O